N1(CCOCC1)C1=NN=NS1 5-morpholyl-1,2,3,4-thiatriazole